BrC1=COC2=C1C=C(C=C2)CC(C(=O)OC(C)(C)C)C2CN(CC2)C(=O)OC(C)(C)C tert-butyl 3-[3-(3-bromo-1-benzofuran-5-yl)-1-(tert-butoxy)-1-oxopropane-2-yl]pyrrolidine-1-carboxylate